2-[6-[(1-methylcyclopropyl)amino]-1,5-naphthyridin-4-yl]-1H,5H,6H,7H-pyrrolo[3,2-c]pyridin-4-one CC1(CC1)NC=1N=C2C(=CC=NC2=CC1)C1=CC=2C(NCCC2N1)=O